N1=CC=CC=2CN(CCC12)C1=C(C=C(C=N1)C(=O)NCC1=CC2=C(N(C(N2C)=O)C)C=C1)C 6-(7,8-dihydro-5H-1,6-naphthyridin-6-yl)-N-[(1,3-dimethyl-2-oxo-benzimidazol-5-yl)methyl]-5-methyl-pyridine-3-carboxamide